N1=CN=CC2=C1C=CS2 THIENO-[3,2-D]PYRIMIDIN